N-(3-(4-(4-chlorophenyl)piperazin-1-yl)propyl)naphthalen-2-sulfonamide ClC1=CC=C(C=C1)N1CCN(CC1)CCCNS(=O)(=O)C1=CC2=CC=CC=C2C=C1